2-(2-(2,6-dioxopiperidin-3-yl)-3-oxoisoindolin-5-yl)-N-(5-isobutylthiazol-2-yl)acetamide O=C1NC(CCC1N1CC2=CC=C(C=C2C1=O)CC(=O)NC=1SC(=CN1)CC(C)C)=O